ClCC(CBr)O 3-chlorobromo-2-propanol